ClC1=CC=C(C=C1)CN1C([C@H](CS(C2=C1C=C(C(=C2)F)C=2OC(=NN2)NC(C)C2CC(C2)(F)F)(=O)=O)NC(OC(C)(C)C)=O)=O tert-butyl N-[(3R)-5-[(4-chlorophenyl)methyl]-7-[5-[1-(3,3-difluorocyclobutyl)ethylamino]-1,3,4-oxadiazol-2-yl]-8-fluoro-1,1,4-trioxo-2,3-dihydro-1λ6,5-benzothiazepin-3-yl]carbamate